CCCCCCCCCCCCC/C=C/[C@H]([C@H](CO[C@H]1[C@@H]([C@H]([C@@H]([C@H](O1)CO)O[C@H]2[C@@H]([C@H]([C@H]([C@H](O2)CO)O[C@@H]3[C@@H]([C@H]([C@H]([C@H](O3)CO)O)O)O)O)O)O)O)NC(=O)CCCCCCCCCCCCCCC/C=C\\CCCCCCCC)O The molecule is an alpha-D-galactosyl-(1->4)-beta-D-galactosyl-(1->4)-beta-D-glucosylceramide in which the ceramide N-acyl group is specified as (17Z)-hexacosenoyl. It has a role as a human blood serum metabolite.